BrCC1=C(C(=O)OC)C=C(C=C1)C1CC1 methyl 2-(bromomethyl)-5-cyclopropyl-benzoate